Ethyl-5-[2-(3-hydroxyphenyl)ethynyl]pyridine C(C)C1=NC=C(C=C1)C#CC1=CC(=CC=C1)O